The molecule is a sulfonamide consisting of pyrimidine having methoxy substituents at the 2- and 6-positions and a 4-aminobenzenesulfonamido group at the 4-position. It has a role as an antiinfective agent, an antimicrobial agent, a xenobiotic, an environmental contaminant and a drug allergen. It is a member of pyrimidines, a sulfonamide, a substituted aniline, an aromatic ether and a sulfonamide antibiotic. It derives from a sulfanilamide. COC1=NC(=NC(=C1)NS(=O)(=O)C2=CC=C(C=C2)N)OC